ClC1=C(C=C(C=C1)Cl)SC=1C=NC=CC1C(=N)NO 3-[(2,5-Dichlorophenyl)sulfanyl]-N-hydroxypyridine-4-carboxamidine